CC(CC(C)C)OC(CC(C)C)C bis(1,3-dimethylbutyl) ether